BrC1=CC(=C(C=C1C)C(CCCl)=O)C 1-(4-bromo-2,5-dimethylphenyl)-3-chloropropane-1-one